CN1ON(OC2=C1SC=C2C=2OC(=CN2)OC)C 2-(1,3-dimethyl-2,4-dioxa-1,2,3,4-tetrahydrothieno[2,3-d]pyrimidin-5-yl)-5-methoxyoxazol